BrC1=C(C=C(C=C1Cl)CC(CC(=O)NC=1C=CC(=C(C(=O)NC2=C(C=C(C=C2)F)F)C1)Cl)(Cl)Cl)Cl Trans-5-(3-(4-bromo-3,5-dichlorophenyl)-2,2-dichloropropane-1-carboxamido)-2-chloro-N-(2,4-difluorophenyl)benzamide